5-cyclopropyl-3-[6-[6-(1,1-difluoroethyl)-3-methyl-imidazo[4,5-b]pyridin-2-yl]-5-ethylsulfanyl-3-pyridyl]-1,2,4-oxadiazole C1(CC1)C1=NC(=NO1)C=1C=NC(=C(C1)SCC)C1=NC=2C(=NC=C(C2)C(C)(F)F)N1C